3-[3-[(E)-3-(4-Methoxyphenyl)-3-oxoprop-1-enyl]phenoxy]propanoic acid COC1=CC=C(C=C1)C(/C=C/C=1C=C(OCCC(=O)O)C=CC1)=O